Methyl (2R,7aR)-2-fluoro-6-oxotetrahydro-1H-pyrrolizine-7a(5H)-carboxylate F[C@@H]1C[C@]2(CC(CN2C1)=O)C(=O)OC